3-(trihydroxysilyl)-propyl methyl-phosphonate, monosodium salt [Na+].CP(OCCC[Si](O)(O)O)([O-])=O